N-(4-((1s,4s)-7-azabicyclo[2.2.1]Heptane-7-yl)phenyl)-3-(5,5-dimethyl-1,3-dioxan-2-yl)-5-fluoro-4-hydroxybenzamide C12CCC(CC1)N2C2=CC=C(C=C2)NC(C2=CC(=C(C(=C2)F)O)C2OCC(CO2)(C)C)=O